FC=1C=CC(=NC1)CN 5-Fluoro-2-pyridinemethylamine